COC(C1=C(C=C(C(=C1)C(F)(F)F)C=1SC(=CN1)C(F)(F)F)N)=O.FC(C(=O)N[C@@H]1CC(C2=CC=CC=C12)=O)(F)F (R)-2,2,2-trifluoro-N-(3-oxo-2,3-dihydro-1H-inden-1-yl)acetamide Methyl-2-amino-5-(trifluoromethyl)-4-(5-(trifluoromethyl)thiazol-2-yl)benzoate